di-n-butyl-magnesium C(CCC)[Mg]CCCC